dimyristoylphosphoric acid C(CCCCCCCCCCCCC)(=O)OP(OC(CCCCCCCCCCCCC)=O)(O)=O